N-[[6-(cyclopropoxy)-1-[4-(trifluoromethyl)phenyl]indazol-3-yl]methyl]prop-2-enamide C1(CC1)OC1=CC=C2C(=NN(C2=C1)C1=CC=C(C=C1)C(F)(F)F)CNC(C=C)=O